CC1CCN(CC1)C1COC2(CN(C2)C(=O)OC(C)(C)C)C1 tert-butyl 7-(4-methylpiperidin-1-yl)-5-oxa-2-azaspiro[3.4]octane-2-carboxylate